C(CCCCCCCC)C=1C(=C(C=CC1)O)CCCCCCCCC.[Ce] cerium dinonylphenol